dimethyl-(methylthio)sulfonium C[S+](SC)C